C1(CC1)C=1C=C2C=C(NC2=CC1OCC=1N=CSC1)CNC(=O)N1CCCC1 N-((5-cyclopropyl-6-(thiazol-4-ylmethoxy)-1H-indol-2-yl)methyl)pyrrolidine-1-carboxamide